COC=1C=C(C#N)C=C(C1C(C)C)OC 3,5-Dimethoxy-4-isopropylbenzonitrile